pentaerythritol tetrakis[β-(3,5-di-t-butyl-4-hydroxy-phenyl) propionate] C(C)(C)(C)C=1C=C(C=C(C1O)C(C)(C)C)CCC(=O)OCC(COC(CCC1=CC(=C(C(=C1)C(C)(C)C)O)C(C)(C)C)=O)(COC(CCC1=CC(=C(C(=C1)C(C)(C)C)O)C(C)(C)C)=O)COC(CCC1=CC(=C(C(=C1)C(C)(C)C)O)C(C)(C)C)=O